[Cl-].C(C(=C)C)(=O)NCCC[N+](C)(C)C methacrylamidopropyltrimethylammonium Chlorid